CN1N=CC(=C1)C=1C=CC(=NC1)NC([C@H](C1=CC=CC=C1)NCC(C)C=1C=NC(=CC1)C)=O (S)-N-(5-(1-methyl-1H-pyrazol-4-yl)-pyridin-2-yl)-2-((2-(6-methylpyridin-3-yl)propyl)-amino)-2-phenyl-acetamide